COC1=CC=C(C2=C1NC(=N2)NC(C2=CC=C(C=C2)CN2C(CCC2)=O)=O)C=2C=NN(C2)C N-[7-methoxy-4-(1-methyl-1H-pyrazol-4-yl)-1H-1,3-benzodiazol-2-yl]-4-[(2-oxopyrrolidin-1-yl)methyl]benzamide